C(C)(C)(C)OC(=O)NCCOC1=C(SC(=C1)Cl)C(=O)OC methyl 3-(2-((tert-butoxycarbonyl)amino)ethoxy)-5-chlorothiophene-2-carboxylate